COC(=O)C1(CC(C1)CCOS(=O)(=O)C)C Methyl-3-(2-(methylsulfonyloxy)ethyl)cyclobutane-1-carboxylic acid methyl ester